FC1=CC=C(C=C1)[C@@H]1N(CCC2=CC=CC=C12)C(=O)OCC1CCN(CC1)CC#C (1-(prop-2-yn-1-yl)piperidin-4-yl)methyl (S)-1-(4-fluorophenyl)-3,4-dihydroisoquinoline-2(1H)-carboxylate